1,3-cyclohexadiene carbonate C(O)(O)=O.C1=CC=CCC1